FC(C1(CC1)C#CC1=C2CCCN(C2=CC=C1)C1=NC=2N(C3=CC=CC(=C13)F)C(=NN2)C)F (5-((1-(difluoromethyl)cyclopropyl)ethynyl)-3,4-dihydroquinolin-1(2H)-yl)-6-fluoro-1-methyl-[1,2,4]triazolo[4,3-a]quinazoline